CC1=NC2=CC=CC=C2C(=N1)C(=O)NCC1=CC=C(C=C1)C(F)(F)F 2-methyl-N-(4-(trifluoromethyl)benzyl)quinazoline-4-carboxamide